F[C@@H]1CN(CC1)C1=CC=C(N=N1)NC1C[C@@H]2[C@@H](CN(C2)CC2CCOCC2)C1 (3aR,5s,6aS)-N-[6-[(3S)-3-fluoropyrrolidin-1-yl]pyridazin-3-yl]-2-(tetrahydropyran-4-ylmethyl)-3,3a,4,5,6,6a-hexahydro-1H-cyclopenta[c]pyrrol-5-amine